CON(C(=O)[C@H]1N(CCN(C1)C(=O)OC(C)(C)C)C(=O)OC(C)(C)C)C Di-tert-butyl (S)-2-(methoxy(methyl)carbamoyl)piperazine-1,4-dicarboxylate